BrC=1C=C(C=CC1)C1(CCC1)C1=NN=C(N1C)S (1S,3S)-3-(3-bromophenyl)-3-(5-mercapto-4-methyl-4H-1,2,4-triazol-3-yl)cyclobutane